N-(2-methyl-7-(trifluoromethyl)imidazo[1,2-a]pyridin-6-yl)-1,1-diphenylmethanimine CC=1N=C2N(C=C(C(=C2)C(F)(F)F)N=C(C2=CC=CC=C2)C2=CC=CC=C2)C1